Tetraethylene glycol monop-toluenesulfonate CC1=CC=C(C=C1)S(=O)(=O)OCCOCCOCCOCCO